COC1=C(C=C(C(=C1)CCCCC)OC)CC(C)NCC1=C(C=CC=C1)O 2-(((1-(2,5-dimethoxy-4-pentylphenyl)propan-2-yl)amino)methyl)phenol